Phenylbis(2,4,6-trimethyl-benzoyl)-phosphin oxide C1(=CC=CC=C1)P(C(C1=C(C=C(C=C1C)C)C)=O)(C(C1=C(C=C(C=C1C)C)C)=O)=O